di-tert-butyl-(2',4',6'-triisopropyl-3,4,5,6-tetramethyl-[1,1'-biphenyl]-2-yl)phosphane C(C)(C)(C)P(C1=C(C(=C(C(=C1C)C)C)C)C1=C(C=C(C=C1C(C)C)C(C)C)C(C)C)C(C)(C)C